C(C)(C)[Si](OCC1=CC=C(N)C=C1)(C(C)C)C(C)C 4-Triisopropylsiloxymethylaniline